N-(cis-3-methoxycyclobutyl)-5-(3-(1-methyl-1H-pyrazol-4-yl)pyrazolo[1,5-a]pyridin-5-yl)-7H-pyrrolo[2,3-d]pyrimidin-2-amine CO[C@H]1C[C@H](C1)NC=1N=CC2=C(N1)NC=C2C2=CC=1N(C=C2)N=CC1C=1C=NN(C1)C